7-(3-benzyloxy-2,6-dimethyl-phenyl)-6-[(4-methoxyphenyl)methylamino]-3H-benzimidazole-5-carbonitrile C(C1=CC=CC=C1)OC=1C(=C(C(=CC1)C)C1=C(C(=CC2=C1N=CN2)C#N)NCC2=CC=C(C=C2)OC)C